1-[(1S,2R)-2-decylcyclopropyl]-N,N-Dimethylpentadecan-6-amine C(CCCCCCCCC)[C@H]1[C@H](C1)CCCCCC(CCCCCCCCC)N(C)C